5-[1-[[6-chloro-2-(3-fluoro-4-pyridyl)-3-pyridyl]amino]ethyl]-2,7-dimethyl-spiro[4H-isoquinoline-3,1'-indane]-1-one ClC1=CC=C(C(=N1)C1=C(C=NC=C1)F)NC(C)C1=C2CC3(CCC4=CC=CC=C34)N(C(C2=CC(=C1)C)=O)C